N-(furan-2-ylmethyl)-3-(naphthalene-2-sulfonamido)picolinamide O1C(=CC=C1)CNC(C1=NC=CC=C1NS(=O)(=O)C1=CC2=CC=CC=C2C=C1)=O